4-[4-[(4-aminophenoxy)methyl]-4,5-dihydro-2-oxazolyl]-benzeneamine NC1=CC=C(OCC2N=C(OC2)C2=CC=C(C=C2)N)C=C1